2,3-dioctadecylpropyl-ammonium bromide [Br-].C(CCCCCCCCCCCCCCCCC)C(C[NH3+])CCCCCCCCCCCCCCCCCCC